ClC1=CC=C2CN(C(C2=C1I)=O)[C@@H](C(C)(C)O)C1CC1 (R)-6-chloro-2-(1-cyclopropyl-2-hydroxy-2-methylpropyl)-7-iodoisoindolin-1-one